FC1=CC=C(CN2C=C3C(=CC2=O)CCN3C(=O)OC(C)(C)C)C=C1 tert-butyl 6-(4-fluorobenzyl)-5-oxo-2,3,5,6-tetrahydro-1H-pyrrolo[2,3-c]pyridine-1-carboxylate